Isoleucyl-Valine N[C@@H]([C@@H](C)CC)C(=O)N[C@@H](C(C)C)C(=O)O